[Cl-].[Cl-].ClC1=C(O[Ti+2]C2=CC=CC=3C4=CC=CC=C4CC23)C(=CC=C1)Cl 2,6-dichlorophenoxy(fluorenyl)titanium dichloride